CC1=C(C=C(C(=O)NC2=CC(=CC=C2)C(F)(F)F)C=C1)C=C 4-methyl-N-(3-(trifluoromethyl)phenyl)-3-vinylbenzamide